C1(C=CCC=C1)C(=O)O Cyclohexa-2,5-diene-1-carboxylic acid